C(C=C)(=O)N1CCOCC1 N-acryloyl-morpholine